ClC=1C(=C(C=CC1)NC1=C(NC2=C1C(NCC2)=O)C2=C(C=NC=C2)C#C[C@H]2N([C@H](CC2)C)C(=O)OC(C)(C)C)OC tert-butyl (2S,5S)-2-[2-(4-{3-[(3-chloro-2-methoxyphenyl)amino]-4-oxo-1H,5H,6H,7H-pyrrolo[3,2-c]pyridin-2-yl}pyridin-3-yl)ethynyl]-5-methylpyrrolidine-1-carboxylate